FC(C1=CC=C(C(=O)ON=C2CC(C2)C2=CC=CC=C2)C=C1)(F)F 3-phenylcyclobutan-1-one O-(4-(trifluoromethyl)benzoyl) oxime